7-(diethylamino)-2-oxo-2H-chromene-3-carbaldehyde C(C)N(C1=CC=C2C=C(C(OC2=C1)=O)C=O)CC